methyl 5-bromo-2-(1-(t-butoxycarbonyl) piperidin-4-yl)-2H-indazole-3-carboxylate BrC1=CC2=C(N(N=C2C=C1)C1CCN(CC1)C(=O)OC(C)(C)C)C(=O)OC